Ethyl-propionate C(C)OC(CC)=O